8-(trans-4-aminocyclohexyloxy)-5,5-dimethyl-7-(1-piperidinyl)-6H-benzo[H]quinazolin-4-amine N[C@@H]1CC[C@H](CC1)OC=1C=CC2=C(CC(C=3C(=NC=NC23)N)(C)C)C1N1CCCCC1